BrC1=CC2=C(C=N1)C(=CN2)C(=O)N2CCOCC2 (6-bromo-1H-pyrrolo[3,2-c]pyridin-3-yl)-morpholino-methanone